FC1(CCN(CCC1)C=1N=NC(=CC1C(=O)N)C(F)(F)F)F 3-(4,4-difluoroazepan-1-yl)-6-(trifluoromethyl)pyridazine-4-carboxamide